CN1N=CC(=C1C=1C=C(C(=O)O)C=CC1)C1=NN=CN1C 3-(1-methyl-4-(4-methyl-4H-1,2,4-triazol-3-yl)-1H-pyrazol-5-yl)benzoic acid